CN(S(=O)(=O)C=1C=NC=2N(C1)N=CC2)[C@@H](C(F)(F)F)C2=CC=C(C=C2)F (R)-N-methyl-N-(2,2,2-trifluoro-1-(4-fluorophenyl)ethyl)pyrazolo[1,5-a]pyrimidine-6-sulfonamide